tert-butyl (2-(6-chloro-3-((4-chlorophenyl)amino)-9H-carbazol-1-yl)ethyl)carbamate ClC=1C=C2C=3C=C(C=C(C3NC2=CC1)CCNC(OC(C)(C)C)=O)NC1=CC=C(C=C1)Cl